2-bromo-N-(4-(morpholine-4-carbonyl)-2-(piperidin-1-yl)phenyl)thiazole-4-carboxamide butyl-2-(5-bromo-2-(2-fluorophenyl)-6-oxopyrimidin-1(6H)-yl)acetate C(CCC)OC(CN1C(=NC=C(C1=O)Br)C1=C(C=CC=C1)F)=O.BrC=1SC=C(N1)C(=O)NC1=C(C=C(C=C1)C(=O)N1CCOCC1)N1CCCCC1